Silver fluoride methyl-(4-aminophenyl)carbamate CN(C(O)=O)C1=CC=C(C=C1)N.[Ag]F